2-methyl-3-(pyridin-2-ylmethyl)naphthalene-1,4-dione CC=1C(C2=CC=CC=C2C(C1CC1=NC=CC=C1)=O)=O